N=1C=CN2C1C=CC(=C2)C(C)N2N=NC1=NC=C(N=C12)C1CN(CC1)C 3-[1-imidazo[1,2-a]pyridin-6-ylethyl]-5-(1-methylpyrrolidin-3-yl)triazolo[4,5-b]pyrazine